[Sb].[V].[K] potassium vanadium antimony